C(C)(C)C1=C(C=C(C=C1)C(C)C)O 2,5-diisopropylphenol